Cl.Cl.C(C(C)C)C1=C(OCCC2NCCN(C2)C)C=CC(=C1)C 2-(2-isobutyl-4-methylphenoxyethyl)-4-methylpiperazine dihydrochloride